N(=O)[N+](=O)[O-] dinitrogen trioxide